C1(CC1)C#C[C@@]1(NC(NC2=CC(=C(C=C12)F)CN1N=C(N=C1)C(=O)N)=O)C(C)(F)F (S)-1-((4-(cyclopropylethynyl)-4-(1,1-difluoroethyl)-6-fluoro-2-oxo-1,2,3,4-tetrahydroquinazolin-7-yl)methyl)-1H-1,2,4-triazole-3-carboxamide